NC1=C2C(=NC=N1)N(N=C2C2=CC(=C(C=C2)NC(=O)NC2=CC(=NO2)C(C)(C)C)Cl)C 1-(4-(4-amino-1-methyl-1H-pyrazolo[3,4-d]pyrimidin-3-yl)-2-chlorophenyl)-3-(3-(tert-butyl)isoxazol-5-yl)urea